ClC=1C(=C(C=CC1)N1CCN(CC1)C(CN1N=C(C=2CC(CCC12)(F)F)C(=O)N1C[C@@H]([C@@H](CC1)O)F)=O)C 1-(4-(3-chloro-2-methylphenyl)piperazin-1-yl)-2-(5,5-difluoro-3-((3S,4R)-3-fluoro-4-hydroxypiperidine-1-carbonyl)-4,5,6,7-tetrahydro-1H-indazol-1-yl)ethan-1-one